diglycerol phosphate phosphate P(=O)(O)(O)O.P(=O)(O)(O)O.OCC(O)CO.OCC(O)CO